6-(6-(2-amino-2-(4-fluorophenyl)acetyl)-3,6-diazabicyclo[3.1.1]hept-3-yl)-6-(2-hydroxy-2-methylpropyloxy)pyrazolo[1,5-a]pyridine-3-carbonitrile NC(C(=O)N1C2CN(CC1C2)C2(C=CC=1N(C2)N=CC1C#N)OCC(C)(C)O)C1=CC=C(C=C1)F